CN1[C@H]2[C@@H]3C=CC[C@H]4[C@@]3(C=3C(=C(C(=CC3C2)Br)O)O4)CC1 17-methyl-3-hydroxy-4,5alpha-epoxy-2-bromo-7,8-didehydromorphinan